N1(N=CC=C1)CC1=C(N=C(C(=N1)C#N)N)C1=CC=CC=C1 6-((1H-pyrazol-1-yl)methyl)-3-amino-5-phenylpyrazine-2-carbonitrile